FC1=C(C=C(C(=C1)F)F)CC=CC(=O)OC methyl 4-(2,4,5-trifluorophenyl)-2-butenoate